((4-chloro-2-formylphenyl)amino)-4,5-difluoro-benzoic acid methyl ester COC(C1=C(C=C(C(=C1)F)F)NC1=C(C=C(C=C1)Cl)C=O)=O